2-hydroxy-3-(7-methoxy-1H-indol-3-yl)propionic acid OC(C(=O)O)CC1=CNC2=C(C=CC=C12)OC